(3-vinylbenzyl)-2-thiophenecarboxylate C(=C)C=1C=C(COC(=O)C=2SC=CC2)C=CC1